[Br-].BrC1=C(OCC[NH3+])C=C(C=C1)C(=O)O 2-(2-bromo-5-carboxyphenoxy)ethylammonium bromide